CC1=CC=CC(=N1)C1=C(N=CN1)C=1C=C2C=C(C=NC2=CC1)N1C[C@@H](CC1)C(=O)O (R)-1-(6-(5-(6-methylpyridin-2-yl)-1H-imidazol-4-yl)quinolin-3-yl)pyrrolidine-3-carboxylic acid